N-(4-bromo-2,6-dimethylbenzyl)-3-methyloxetan-3-amine BrC1=CC(=C(CNC2(COC2)C)C(=C1)C)C